ClC1=CC=C(C=C1)C1=CC(=NC(=N1)C=1C=NC=CC1)N1CCC(CC1)C(CC)O (1-(6-(4-chlorophenyl)-2-(pyridin-3-yl)pyrimidin-4-yl)piperidin-4-yl)propan-1-ol